CC1=NC=C(C=C1C)C(F)(F)F 2,3-dimethyl-5-(trifluoromethyl)pyridine